3-(3-(4-aminopiperidin-1-yl)-3-oxopropyl)-8-fluoro-5-methylisoquinolin-1(2H)-one HCl Cl.NC1CCN(CC1)C(CCC=1NC(C2=C(C=CC(=C2C1)C)F)=O)=O